O1COC(C=C1)C(=O)N [1,3]-dioxin-4-formamide